CC1OC(CN(C1)C=1C=CC(=NC1)C=1C=NC(=CC1NC1=NC(=CC2=C1OCO2)S(=O)(=O)C)NC(C)=O)C N-(5-(2,6-dimethylmorpholino)-4'-((6-(methylsulfonyl)-[1,3]dioxolo[4,5-c]pyridin-4-yl)amino)-[2,3'-bipyridin]-6'-yl)acetamide